2-({[2-(2-methylbiphenyl-3-yl)indolizin-7-yl]methyl}amino)ethanol CC1=C(C=CC=C1C=1C=C2C=C(C=CN2C1)CNCCO)C1=CC=CC=C1